C1(CCC(N1C1(CCC(CC1)CN1C(C=CC1=O)=O)C(=O)O)=O)=O.CC1=CC=CC=2C(=NOC21)C(C)(C)NC(C[C@H]2N(CCC2)C)=O (S)-N-(2-(7-methylbenzo[d]isoxazol-3-yl)propan-2-yl)-2-(1-methylpyrrolidin-2-yl)acetamide succinimidyl-4-(maleimidomethyl)cyclohexanecarboxylate